3-amino-N-(3-aminophenyl)benzamide C1=CC(=CC(=C1)N)C(=O)NC2=CC=CC(=C2)N